BrC1CCC2(OCCO2)CC1 8-bromo-1,4-dioxaspiro[4.5]decane